BrC1=CC=C(C(=N1)C#N)O[C@@H]1C[C@H](CCC1)C(=O)OC(C)C |r| (+/-)-isopropyl (1S,3S)-3-((6-bromo-2-cyanopyridin-3-yl)oxy)cyclohexane-1-carboxylate